C(=O)C1=CC=CC(=N1)NC(CCCCC)=O N-(6-formylpyridin-2-yl)hexanamide